heptadecan-9-yl 7-((3-hydroxypropyl)(6-(nonyloxy)-6-oxohexyl)amino)-heptanoate OCCCN(CCCCCCC(=O)OC(CCCCCCCC)CCCCCCCC)CCCCCC(=O)OCCCCCCCCC